C(#N)C1=C(C=CC(=C1)C#N)S(=O)(=O)C1=C(C=C(C=C1)C#N)C#N bis(2,4'-dicyanophenyl) sulfone